NC1=C(C(=NC(=C1)N1N=CC=C1)NC=1C=C2CC[C@@H](C2=CC1)NC(C)=O)[N+](=O)[O-] N-[(1S)-5-{[4-amino-3-nitro-6-(pyrazol-1-yl)pyridin-2-yl]amino}-2,3-dihydro-1H-inden-1-yl]acetamide